ClC1=CC=C(C=C1)C1=CC=C(C=C1)C1CNCCC1 3-(4'-chloro-[1,1'-biphenyl]-4-yl)piperidine